tert-butyl (R)-3-((3-cyano-5-fluoro-6-(6-(2-hydroxypropan-2-yl)-7-methoxyimidazo[1,2-b]pyridazin-3-yl)pyridin-2-yl)amino)piperidine-1-carboxylate C(#N)C=1C(=NC(=C(C1)F)C1=CN=C2N1N=C(C(=C2)OC)C(C)(C)O)N[C@H]2CN(CCC2)C(=O)OC(C)(C)C